ClC1=C(C=CC(=C1)OC1=NC=NC2=CC(=C3C(=C12)OCCO3)OCCOC)NC(=O)NC3CCCCC3 1-(2-chloro-4-((5-(2-methoxyethoxy)-2,3-dihydro-[1,4]dioxino[2,3-f]quinazolin-10-yl)oxy)phenyl)-3-cyclohexylurea